C1(CCCCC1)NC1=NC(=NC(=N1)NC1CCCCC1)N1N=C(C=C1SC)C1=CC(=C(C=C1)OC)OC N2,N4-dicyclohexyl-6-[3-(3,4-dimethoxyphenyl)-5-(methylthio)-1H-pyrazol-1-yl]-1,3,5-triazine-2,4-diamine